3-amino-propyldiethoxymethylsilane NCCC[SiH2]C(OCC)OCC